C(#N)C1=CC=C(C=C1)C1CCN(CC1)C(=O)C1=C(C#N)C=CC(=C1)C1=NC2=C(C=NC(=C2)N2CCCC2)N1 (4-(4-cyanophenyl)piperidine-1-carbonyl)-4-(6-(pyrrolidin-1-yl)-3H-imidazo[4,5-c]Pyridin-2-yl)benzonitrile